1-bromo-4-tert-butyl-5-chloro-2-methyl-benzene BrC1=C(C=C(C(=C1)Cl)C(C)(C)C)C